BrC=1N=CC(=NC1)N1CCC(CC1)(C)CNC(OC(C)(C)C)=O tert-Butyl ((1-(5-bromopyrazin-2-yl)-4-methylpiperidin-4-yl)methyl)carbamate